COC(C(=CC1=CC=CC=C1)C=1N=NN(C1)CC1=C(C=CC=C1)C)=O (1-(2-methylbenzyl)-1H-1,2,3-triazol-4-yl)cinnamic acid methyl ester